C(CCCCCCCCCCC)(=O)NC(C(=O)O)N(C)C(N)=N lauramidocreatine